trimethyl-3-hydroxypentanoic acid CC(CC(CC(=O)O)O)(C)C